C(C)N(C(C1=C(C=CC(=C1)F)C=1C=2N(C=C(C1)N1CCN(CC1)C(=O)[C@H]1NC3CCC1CC3)C(=NC2)C)=O)C(C)C N-ethyl-5-fluoro-2-(3-methyl-6-{4-[(1R,3S,4S)-2-azabicyclo[2.2.2]octane-3-carbonyl]piperazin-1-yl}imidazo[1,5-a]pyridin-8-yl)-N-(isopropyl)benzamide